CC1=CC(C(=NN1C1=CC=CC=C1)C(=O)NC1=CN=NS1)=O 6-methyl-4-oxo-1-phenyl-N-(1,2,3-thiadiazol-5-yl)-1,4-dihydropyridazine-3-carboxamide